C(C)(C)(C)OC(NC1CCC(CC1)CO)=O ((1r,4r)-4-(hydroxymethyl)cyclohexyl)carbamic acid tert-butyl ester